(trans-1-(2-methoxyethyl)-4-(1,2,3-thiadiazol-4-yl)pyrrolidin-3-yl)urea COCCN1C[C@H]([C@@H](C1)C=1N=NSC1)NC(=O)N